O1[C@@H](CC1)CN1C(=NC2=C1C=C(C=C2)C(=O)O)CN2CCC(CC2)N2N=C(C=C2)COC2=CC=CC=C2 (S)-1-(oxetan-2-ylmethyl)-2-((4-(3-(phenoxymethyl)-1H-pyrazol-1-yl)piperidin-1-yl)methyl)-1H-benzo[d]imidazole-6-carboxylic acid